CC1(N(C(OC1([2H])[2H])=O)C(\C=C\C1=C(C=CC=C1)C(F)(F)F)=O)C (E)-4,4-dimethyl-3-(3-(2-(Trifluoromethyl)phenyl)acryloyl)oxazolidin-2-one-5,5-d2